4-(3,3-difluorocyclobutyl)phenol FC1(CC(C1)C1=CC=C(C=C1)O)F